NC(C)C=1C(=C(C=CC1)C=1C=C(C2=C(C(=CO2)COC2=C(C=CC=C2)CC(=O)O)C1)CC1CCOCC1)F 2-(2-((5-(3-(1-aminoethyl)-2-fluorophenyl)-7-((tetrahydro-2H-pyran-4-yl)methyl)benzofuran-3-yl)methoxy)phenyl)acetic acid